(2-(2,2-difluorocyclopropyl)-4-methyl-5-oxo-7,8-dihydro-6H-pyrazolo[1,5-a][1,3]diazepin-6-yl)-1,2,4-triazole-3-carboxamide FC1(C(C1)C1=NN2C(N(C(C(CC2)C2=NC(=NN2)C(=O)N)=O)C)=C1)F